FC1=CC2=C(N(C=N2)C2=CC=C(C(=N2)N2N=C(C=C2C)C#N)C(C)O)C=C1N[C@@H]1CNC[C@@H]1F |r| 1-[6-[5-fluoro-6-[[rac-(3R,4S)-4-fluoropyrrolidin-3-yl]amino]benzimidazol-1-yl]-3-(1-hydroxyethyl)pyridin-2-yl]-5-methylpyrazole-3-carbonitrile